ethyl 2-(allyl ((5-phenyl-1,3,4-thiadiazol-2-yl) methyl) amino)-2-oxoacetate C(C=C)N(C(C(=O)OCC)=O)CC=1SC(=NN1)C1=CC=CC=C1